2-(1-cyclopropylpyrazol-4-yl)-6-(difluoromethyl)morpholine C1(CC1)N1N=CC(=C1)C1CNCC(O1)C(F)F